1-(3-((1r,3r,5r,7r)-adamantan-2-yl)propyl)-3-((5-(4-chloro-phenyl)-1-(2,4-dichlorophenyl)-4-methyl-1H-pyrrol-3-yl)-methyl)urea C12C(C3CC(CC(C1)C3)C2)CCCNC(=O)NCC2=CN(C(=C2C)C2=CC=C(C=C2)Cl)C2=C(C=C(C=C2)Cl)Cl